ClC1=CC=C(C=C1)C1=C(CCC(C1)(C)C)CN1CCN(CC1)C1=CC=C(C=C1)S(=O)(=O)NC(=O)C=1C=NC=C(C1)[N+](=O)[O-] N-([4-[4-[[2-(4-chlorophenyl)-4,4-dimethylcyclohexen-1-yl]methyl]piperazin-1-yl]phenyl]sulfonyl)-5-nitropyridine-3-carboxamide